O=C1N(CC2=C(C=CC=C12)CN1CCN(CC1)CCC)C1C(NC(CC1)=O)=O 3-(1-oxo-4-((4-propylpiperazin-1-yl)methyl)isoindolin-2-yl)piperidine-2,6-dione